C(C)C1=C(C=CC(=C1)N1CC2CCCC(C1)N2C)NC2=NC=C(C(=N2)NCCCN2CCOCCC2=O)C(F)(F)F 4-(3-((2-((2-ethyl-4-(9-methyl-3,9-diazabicyclo[3.3.1]nonan-3-yl)phenyl)amino)-5-(trifluoromethyl)pyrimidin-4-yl)amino)propyl)-1,4-oxazepan-5-one